6-(1-((5-(5-(Difluoromethyl)-1,3,4-oxadiazol-2-yl)pyridin-2-yl)methyl)-1H-1,2,3-triazol-4-yl)nicotinaldehyde FC(C1=NN=C(O1)C=1C=CC(=NC1)CN1N=NC(=C1)C1=NC=C(C=O)C=C1)F